diethyl 3,4-dimethoxybenzylphosphonate COC=1C=C(CP(OCC)(OCC)=O)C=CC1OC